C1(CCCCC1)NC=1C2=C(N=C(C1)NC1=C(C=C(C=C1)S(=O)(=O)N1CCOCC1)OC)NC=C2 N4-cyclohexyl-N6-(2-methoxy-4-(morpholinosulfonyl)phenyl)-1H-pyrrolo[2,3-b]pyridine-4,6-diamine